ClC=1C(=NC=C(C1)C)OCC(C(=O)NC1CCN(CC1)C)(C)C 3-((3-chloro-5-methylpyridin-2-yl)oxy)-2,2-dimethyl-N-(1-methylpiperidin-4-yl)propanamide